(R)-2'-chloro-N-(5-((2,2-dimethyltetrahydrofuran-3-yl)methoxy)-1,3,4-thiadiazol-2-yl)-5'-methoxy-6-methyl-(4,4'-bipyridine)-3-carboxamide ClC1=NC=C(C(=C1)C1=C(C=NC(=C1)C)C(=O)NC=1SC(=NN1)OC[C@@H]1C(OCC1)(C)C)OC